methyl 1-[6-(2-hydroxyphenyl)pyridazin-4-yl]-4-(2-methylphenoxy)piperidine-4-carboxylate methyl-1-(6-chloropyridazin-4-yl)-4-(2-methylphenoxy)piperidine-4-carboxylate COC(=O)C1(CCN(CC1)C1=CN=NC(=C1)Cl)OC1=C(C=CC=C1)C.OC1=C(C=CC=C1)C1=CC(=CN=N1)N1CCC(CC1)(C(=O)OC)OC1=C(C=CC=C1)C